tert-butyl ((1s,4s)-4-((4-(4-chloro-7,7-dimethyl-5-oxo-5,7-dihydroindolo[1,2-a]quinazolin-9-yl)piperidin-1-yl)methyl)cyclohexyl)carbamate ClC=1C=2C(N=C3N(C2C=CC1)C1=CC=C(C=C1C3(C)C)C3CCN(CC3)CC3CCC(CC3)NC(OC(C)(C)C)=O)=O